9-(1-aminoethyl)-2-(3-fluorophenyl)-3,7-dimethyl-4H-pyrido[1,2-a]pyrimidin-4-one NC(C)C1=CC(=CN2C1=NC(=C(C2=O)C)C2=CC(=CC=C2)F)C